rac-2-(3,4-Dicyanophenyl)-2-(3,3-difluorocyclopentyl)-N-(3-(trifluoromethyl)isoxazol-5-yl)acetamide C(#N)C=1C=C(C=CC1C#N)C(C(=O)NC1=CC(=NO1)C(F)(F)F)C1CC(CC1)(F)F